(2R,4R)-1-(3-chloro-2-fluorobenzyl)-4-((3-fluoro-6-((5-methyl-1H-pyrazol-3-yl)amino)-4-morpholinopyridin-2-yl)methyl)-2-methylpiperidine-4-carboxylic acid ClC=1C(=C(CN2[C@@H](C[C@@](CC2)(C(=O)O)CC2=NC(=CC(=C2F)N2CCOCC2)NC2=NNC(=C2)C)C)C=CC1)F